ClC1=CC=C2C(=C(NC2=C1Cl)CNS(=O)(=O)CC)C=1C=NN(C1)C1OCCCC1 N-((6,7-dichloro-3-(1-(tetrahydro-2H-pyran-2-yl)-1H-pyrazol-4-yl)-1H-indol-2-yl)methyl)ethanesulfonamide